4-(4-bromophenyl)-3-(phenylsulfonyl)quinoline BrC1=CC=C(C=C1)C1=C(C=NC2=CC=CC=C12)S(=O)(=O)C1=CC=CC=C1